ClC1=CNC2=C(C=CC=C12)NS(=O)(=O)C=1C=NN(C1)C1CCOCC1 N-(3-Chloro-1H-indol-7-yl)-1-tetrahydropyran-4-yl-pyrazol-4-sulfonamid